N,N-bis(2-hydroxyethyl)urea OCCN(C(=O)N)CCO